N-((R)-5-(5-ethyl-1,2,4-oxadiazol-3-yl)-2,3-dihydro-1H-inden-1-yl)-1-(2-hydroxypropyl)-1H-pyrazole-4-carboxamide C(C)C1=NC(=NO1)C=1C=C2CC[C@H](C2=CC1)NC(=O)C=1C=NN(C1)CC(C)O